tert-Butyl 4-chloro-1-methylindazole-5-carboxylate ClC1=C2C=NN(C2=CC=C1C(=O)OC(C)(C)C)C